O1CCCC2=CC(=CC=C12)CNC(=O)N1[C@H](CN(CC1)C1=NC(=CC(=C1)C)NC1=NNC(=C1)C)C (S)-N-(chroman-6-ylmethyl)-2-methyl-4-(4-methyl-6-((5-methyl-1H-pyrazol-3-yl)amino)pyridin-2-yl)piperazine-1-amide